FC(CN1C=CC=2C(=CC=CC12)N)(F)F 1-(2,2,2-trifluoro-ethyl)-1H-indol-4-amine